(4aR,8aS)-6-[4-[4-(trifluoromethyl)phenoxy]piperidine-1-carbonyl]-4,4a,5,7,8,8a-hexahydropyrido[4,3-b][1,4]oxazin-3-one FC(C1=CC=C(OC2CCN(CC2)C(=O)N2C[C@@H]3[C@@H](OCC(N3)=O)CC2)C=C1)(F)F